NC1CC(C1)N1C2=CC=CC=3C=C(N(CC1)C32)C3=NC2=C(N3C)C(=CC(=C2)C(=O)OC)OC methyl 2-[9-(3-aminocyclobutyl)-1,9-diazatricyclo[6.3.1.04,12]dodeca-2,4(12),5,7-tetraen-2-yl]-7-methoxy-1-methyl-benzimidazole-5-carboxylate